BrC1=CC=C(C=C1)N1C(NNC1=O)=O 4-(4-bromophenyl)-1,2,4-triazolidine-3,5-dione